CN1N=CC(=C1[N+](=O)[O-])C(C)N(S(=O)(=O)C)C=1C=NC2=CC(=NC(=C2C1)OC1CCC(CC1)NC1=NC=2N(C=C1)N=CC2)N2CCOCC2 N-[1-(1-methyl-5-nitro-pyrazol-4-yl)ethyl]-N-[7-morpholino-5-[4-(pyrazolo[1,5-a]pyrimidin-5-ylamino)cyclohexoxy]-1,6-naphthyridin-3-yl]methanesulfonamide